NC1=NC(=NC=C1)C=1C=NN(C1OCC[C@@H](C)NC1=C(C=NC(=C1)Cl)C1=NC=CC=C1F)C (R)-N-(4-((4-(4-aminopyrimidin-2-yl)-1-methyl-1H-pyrazol-5-yl)oxy)butan-2-yl)-6'-chloro-3-fluoro-[2,3'-bipyridin]-4'-amine